rel-(2S,3R,4R,5S)-4-[[3-(3,4-difluoro-2-methyl-phenyl)-4,5-dimethyl-5-(trifluoromethyl)tetrahydrofuran-2-carbonyl]amino]pyridine-2-carboxamide FC=1C(=C(C=CC1F)[C@@H]1[C@H](O[C@@]([C@@H]1C)(C(F)(F)F)C)C(=O)NC1=CC(=NC=C1)C(=O)N)C |o1:8,9,11,12|